C[SiH](OCCC=C)C dimethyl-(vinyl)ethoxysilane